6-aminospiro[3.3]heptane-2-one NC1CC2(CC(C2)=O)C1